Methyl 2-(4'-fluoro-2'-(4-methyl-4H-1,2,4-triazol-3-yl)-[1,1'-biphenyl]-3-yl)benzo[d]thiazole-6-carboxylate FC1=CC(=C(C=C1)C1=CC(=CC=C1)C=1SC2=C(N1)C=CC(=C2)C(=O)OC)C2=NN=CN2C